2-[5-phenyl-4-(pyrrolidin-1-yl)thieno[2,3-d]pyrimidin-2-yl]pyridine C1(=CC=CC=C1)C1=CSC=2N=C(N=C(C21)N2CCCC2)C2=NC=CC=C2